4-phenethyl-N-(2-(piperazin-1-yl)ethyl)piperidine-2-carboxamide C(CC1=CC=CC=C1)C1CC(NCC1)C(=O)NCCN1CCNCC1